FC=1C=C(C=NC1)[C@H]1CCC2=NNC(N21)=O (R)-5-(5-fluoropyridin-3-yl)-2,5,6,7-tetrahydro-3H-pyrrolo[2,1-c][1,2,4]triazol-3-one